CC1=C(C2=C(N1S(=O)(=O)C3=NN(C=N3)S(=O)(=O)N(C)C)C=C(C=C2)F)Br The molecule is a member of the class of bromoindoles that is 3-bromo-6-fluoro-2-methylindole substituted at position 1 by a 1-(dimethylsulfamyl)-1,2,4-triazole-3-sulfonyl group. A fungicide for use on potatoes to control late blight (Phytophthora infestans) and downy mildew [Plasmopara viticola). It has a low mammalian toxicity but it is considered to be a reproduction toxicant, is moderately toxic to birds and honey bees but poses a greater risk to aquatic species and earthworms. It has a role as a mitochondrial cytochrome-bc1 complex inhibitor and an antifungal agrochemical. It is a member of sulfamides, a sulfonamide, a member of triazoles, an organofluorine compound, a bromoindole, a sulfonamide fungicide and a triazole fungicide.